1-((R)-1-(1H-imidazol-4-yl)ethyl)-4-((S)-3-methoxypyrrolidin-1-yl)-7-(trifluoromethyl)quinazolin-2(1H)-one N1C=NC(=C1)[C@@H](C)N1C(N=C(C2=CC=C(C=C12)C(F)(F)F)N1C[C@H](CC1)OC)=O